6-chloro-4-(1-cyano-1-methyl-ethyl)pyridine-2-carboxylic acid ClC1=CC(=CC(=N1)C(=O)O)C(C)(C)C#N